C1(CC1)N1C(C(=CC=C1)NC(=O)C1=CC=2C(N=C1OC(C)C)=NN(C2)C[C@@H]2COCC2)=O (R)-N-(1-cyclopropyl-2-oxo-1,2-dihydropyridin-3-yl)-6-isopropoxy-2-((tetrahydrofuran-3-yl)methyl)-2H-pyrazolo[3,4-b]Pyridine-5-carboxamide